FC1=CC=NC=C1C(=O)N 4-fluoronicotinamide